(S)-2-(2-fluoro-4-(pyrrolidin-2-yl)phenyl)-N-(3-(piperidin-1-yl)propyl)benzo[d]imidazo[2,1-b]thiazole-7-carboxamide dihydrochloride Cl.Cl.FC1=C(C=CC(=C1)[C@H]1NCCC1)C=1N=C2SC3=C(N2C1)C=CC(=C3)C(=O)NCCCN3CCCCC3